(2-methyl-3-phenylphenyl)methyl 3-[(Z)-2-chloro-3,3,3-trifluoroprop-1-enyl]-2,2-dimethylcyclopropane-1-carboxylate Cl\C(=C/C1C(C1C(=O)OCC1=C(C(=CC=C1)C1=CC=CC=C1)C)(C)C)\C(F)(F)F